sodium 2,6-dioxo-5-[(2S,3R,4S,5R)-3,4,5-trihydroxytetrahydro-2H-pyran-2-yl]-1,2,3,6-tetrahydropyrimidin-4-olate O=C1NC(C(=C(N1)[O-])[C@@H]1OC[C@H]([C@@H]([C@H]1O)O)O)=O.[Na+]